1-(6-bromo-2,3,4,9-tetrahydro-1H-carbazol-3-yl)-3-(4-chloro-3-(trifluoromethyl)phenyl)urea BrC=1C=C2C=3CC(CCC3NC2=CC1)NC(=O)NC1=CC(=C(C=C1)Cl)C(F)(F)F